(E)-(4-(1-(4-(4-(2-(4-(2-(2,6-dioxopiperidin-3-yl)-1-oxoisoindolin-5-yl)piperazin-1-yl)ethyl)piperazin-1-yl)phenyl)-2-phenylbut-1-en-1-yl)phenyl)boronic acid O=C1NC(CCC1N1C(C2=CC=C(C=C2C1)N1CCN(CC1)CCN1CCN(CC1)C1=CC=C(C=C1)\C(=C(/CC)\C1=CC=CC=C1)\C1=CC=C(C=C1)B(O)O)=O)=O